C(CC)C1=C(C(=CC=C1)CCC)N1C(C=CC1=O)=O N-(2,6-dipropylphenyl)maleimide